OC1(CC(C1)C(=O)N1CC2(C1)C[C@@H](CC2)OC2=C(C(=CC=C2)C(F)(F)F)C)C |r| (rac)-((1s,3s)-3-Hydroxy-3-methylcyclobutyl)(6-(2-methyl-3-(trifluoromethyl)phenoxy)-2-azaspiro[3.4]octan-2-yl)methanon